2-(3-chloro-2-methylphenyl)-6,7-dihydro[1,3]thiazolo[5,4-c]pyridine ClC=1C(=C(C=CC1)C=1SC=2C=NCCC2N1)C